3-[4-amino-5-(1-benzylpyrazol-3-yl)-2-chloropyrrolo[2,3-d]pyrimidin-7-yl]-5-(3,5-dimethoxyphenyl)cyclopentane-1,2-diol NC=1C2=C(N=C(N1)Cl)N(C=C2C2=NN(C=C2)CC2=CC=CC=C2)C2C(C(C(C2)C2=CC(=CC(=C2)OC)OC)O)O